[Zn].[Mn].[Cu] copper-manganese-zinc salt